C(#N)[Mn-4](C#N)(C#N)(C#N)(C#N)C#N hexacyanomanganese(II)